3-((2R,4S,5R)-5-((bis(4-methoxyphenyl)(phenyl)methoxy)methyl)-4-hydroxytetrahydrofuran-2-yl)-2,4-dioxo-1,2,3,4-tetrahydropyrimidine-5-carbonitrile COC1=CC=C(C=C1)C(OC[C@@H]1[C@H](C[C@@H](O1)N1C(NC=C(C1=O)C#N)=O)O)(C1=CC=CC=C1)C1=CC=C(C=C1)OC